OC=1C=CC(=NC1)NC(=O)N1CCN(CC1)C1=CC=C2C=NN(C2=C1)C N-(5-hydroxypyridin-2-yl)-4-(1-methyl-1H-indazol-6-yl)piperazine-1-carboxamide